1-(3-fluorobenzofuran-6-yl)butan-2-amine FC1=COC2=C1C=CC(=C2)CC(CC)N